SCCC1CC(CCC1)S 3-(2-sulfanylethyl)cyclohexane-1-thiol